C(C)C=1C(NC=2C=C(C=NC2C1)CN1C[C@H](N(C[C@H]1C)C=1C=CC(=NC1)C(=O)NC([2H])([2H])[2H])C)=O 5-((2R,5R)-4-((7-Ethyl-6-oxo-5H-1,5-naphthyridin-3-yl)methyl)-2,5-dimethylpiperazine-1-yl)-N-(methyl-d3)pyridine-2-carboxamide